Farnesyl-Cystein C(C=C(C)CCC=C(C)CCC=C(C)C)N[C@@H](CS)C(=O)O